(3R)-1-[3-[1-(2-fluoroprop-2-enoyl)azetidin-3-yl]-1-[4-(trifluoromethoxy)phenyl]pyrazolo[3,4-b]pyridin-4-yl]-3-hydroxy-pyrrolidin-2-one FC(C(=O)N1CC(C1)C1=NN(C2=NC=CC(=C21)N2C([C@@H](CC2)O)=O)C2=CC=C(C=C2)OC(F)(F)F)=C